2-(Cyclopropylmethyl)-N-[(S)-(4,4-difluorocyclohexyl)-[6-[(1R)-1-(4,4,4-trifluorobutanoylamino)ethyl]-1H-benzimidazol-2-yl]methyl]triazole-4-carboxamide C1(CC1)CN1N=CC(=N1)C(=O)N[C@H](C1=NC2=C(N1)C=C(C=C2)[C@@H](C)NC(CCC(F)(F)F)=O)C2CCC(CC2)(F)F